NC=1C=CC=C2CCC(CC12)O 8-amino-1,2,3,4-tetrahydro-2-naphthol